6-{3,5-difluoro-4-[(4-hydroxyoxan-4-yl)methoxy]phenyl}-4-{[(3S)-piperidin-3-yl]amino}pyrido[3,2-d]pyrimidine-8-carboxamide FC=1C=C(C=C(C1OCC1(CCOCC1)O)F)C=1C=C(C=2N=CN=C(C2N1)N[C@@H]1CNCCC1)C(=O)N